COC1=C(CNC=2SC(=CN2)C2=CC=C(C(=O)NC)C=C2)C=CC(=C1)OC 4-(2-((2,4-dimethoxybenzyl)amino)thiazol-5-yl)-N-methylbenzamide